C(C)OC(=O)C=1C=NN(C1C(F)(F)F)C1=NC=C(C=C1)C#N 1-(5-cyanopyridin-2-yl)-5-(trifluoromethyl)-1H-pyrazole-4-carboxylic acid ethyl ester